(R)-(4-amino-7-fluoro-3-methyl-1,3-dihydrofuro[3,4-c]quinolin-8-yl)(2-(2-methylbenzo[d]thiazol-6-yl)pyrazolidin-1-yl)methanone NC1=NC=2C=C(C(=CC2C2=C1[C@H](OC2)C)C(=O)N2N(CCC2)C2=CC1=C(N=C(S1)C)C=C2)F